(S)-pinacol OC(C)(C)C(C)(C)O